O.O.O water hemihydrate